FC(C(=O)O)F.[Cl-].[Na+] sodium chloride difluoroacetate